rac-tert-butyl (3-cyclopropyl-5-(2-((2R,5S)-2-(2-(2-methoxyethyl)benzo[d]thiazol-5-yl)-5-methylpiperidin-1-yl)-2-oxoacetamido)pyridin-2-yl)carbamate C1(CC1)C=1C(=NC=C(C1)NC(C(=O)N1[C@H](CC[C@@H](C1)C)C=1C=CC2=C(N=C(S2)CCOC)C1)=O)NC(OC(C)(C)C)=O |r|